Ethyl rac-4,4,4-trifluoro-3-formyl-3-methylbutanoate FC([C@@](CC(=O)OCC)(C)C=O)(F)F |r|